OCC1=CC=C(C=C1)NC(=O)NC1=NC=CC=C1 1-(4-(hydroxymethyl)phenyl)-3-(pyridin-2-yl)urea